2-iodo-4-(1-methoxyethyl)phenol IC1=C(C=CC(=C1)C(C)OC)O